FC1=CC=C(C=C1)N1CCN(C2=CC=CC=C12)C(CCN1CCCCC1)=O 1-(4-(4-fluorophenyl)-3,4-dihydroquinoxaline-1(2H)-yl)-3-(piperidin-1-yl)propan-1-one